SC[C@H]1C[C@@H](NC1)COC1(N2C(N(C(CC1)C2)OS(=O)(=O)O)=O)C(=O)N [(2R,4S)-4-Mercaptomethyl-pyrrolidin-2-yl]methyloxyl-7-oxo-6-(sulfooxy)-1,6-diazabicyclo[3.2.1]octane-2-carboxamide